tetra-copper tetra-iodo-pyridine IC=1C(=C(C(=NC1)I)I)I.[Cu].[Cu].[Cu].[Cu]